F[P-](F)(F)(F)(F)F.C(C(C)C)C1=CC=C(C=C1)[I+]C1=CC=C(C=C1)C 4-isobutylphenyl-(4-methylphenyl)iodonium hexafluorophosphate